N-(thiazol-4-ylmethyl)aniline S1C=NC(=C1)CNC1=CC=CC=C1